(S)-6-(1-amino-1,3-dihydrospiro[indene-2,4'-piperidin]-1'-yl)-3-(1-(benzo[d][1,3]dioxan-5-yl)cyclopropyl)-1,5-dihydro-4H-pyrazolo[3,4-d]pyrimidin-4-one N[C@@H]1C2=CC=CC=C2CC12CCN(CC2)C=2NC(C1=C(N2)NN=C1C1(CC1)C1=CC=CC=2OCOCC21)=O